N,N,N',N'-tetrakis(carboxymethyl)-ethane-1,2-diamine C(=O)(O)CN(CCN(CC(=O)O)CC(=O)O)CC(=O)O